C(C)(C)(CC(C)(C)C)C1=CC=C(C=C1)OC1=CC=C(C=C1)C(C)(C)CC(C)(C)C mono-t-octylphenyl ether